FC(CNCC(CC1=CC=C(C=C1)C#CC1=CC=C2CN(C(C2=C1)=O)C)C=1N=CNC(C1O)=O)F 6-((4-(3-((2,2-difluoroethyl)amino)-2-(5-hydroxy-6-oxo-1,6-dihydropyrimidin-4-yl)propyl)phenyl)ethynyl)-2-methylisoindolin-1-one